NC=1C(NN=CC1)=O 4-aminopyridazin-3(2H)-one